6-{8-[(2-cyano-2-methylideneethyl)amino]-7-(2,2,2-trifluoroethoxy)naphthalen-2-yl}-N-(1-methylpiperidin-4-yl)pyridine-2-carboxamide C(#N)C(CNC=1C(=CC=C2C=CC(=CC12)C1=CC=CC(=N1)C(=O)NC1CCN(CC1)C)OCC(F)(F)F)=C